2-((2-(diethylamino)ethyl)carbamoyl)-6-(2,4-dimethylphenyl)-3-methoxyphenanthridine-8-carboxylic acid methyl ester COC(=O)C1=CC2=C(N=C3C=C(C(=CC3=C2C=C1)C(NCCN(CC)CC)=O)OC)C1=C(C=C(C=C1)C)C